6-(benzyloxy)-1-[(E)-2-(3',4'-dimethoxy-4-methyl[1,1'-biphenyl]-3-yl)ethenyl]-7-methoxy-1,2,3,4-tetrahydroisoquinoline C(C1=CC=CC=C1)OC=1C=C2CCNC(C2=CC1OC)\C=C\C=1C=C(C=CC1C)C1=CC(=C(C=C1)OC)OC